(S)-quinuclidin-3-yl (5-(5-chloro-2-ethoxyphenyl)-2,2-dimethyl-2,3-dihydro-1H-inden-1-yl)carbamat ClC=1C=CC(=C(C1)C=1C=C2CC(C(C2=CC1)NC(O[C@@H]1CN2CCC1CC2)=O)(C)C)OCC